isostearate (Isostearyl isostearate) C(CCCCCCCCCCCCCCC(C)C)C(C(=O)O)CCCCCCCCCCCCCC(C)C.C(CCCCCCCCCCCCCCC(C)C)(=O)O